(R)-1-methyl-N-(5-(6-methylpyridazin-4-yl)-2,3-dihydro-1H-inden-1-yl)-1H-pyrazole-5-carboxamide CN1N=CC=C1C(=O)N[C@@H]1CCC2=CC(=CC=C12)C1=CN=NC(=C1)C